S1CC2(C=C1)NC1=CC=CC=C1C2=O spiro[indolin-2,3'-thiophen]-3-one